di-isopropylaminofluorosilane C(C)(C)N(C(C)C)[SiH2]F